CC1=NC=CC=C1C1=NNC2=NC(=CN=C21)N2CCC1(CCC[C@H]1N)CC2 (R)-8-(3-(2-methyl-pyridin-3-yl)-1H-pyrazolo[3,4-b]-pyrazin-6-yl)-8-azaspiro[4.5]decan-1-amine